1-((5-(5-(difluoromethyl)-1,3,4-oxadiazole-2-yl)pyridine-2-yl)methyl)-6-fluoro-3-(oxetan-3-yl)-5-(4-(pyridine-3-ylmethyl)piperazine-1-yl)-1,3-dihydro-2H-benzo[d]imidazole-2-one FC(C1=NN=C(O1)C=1C=CC(=NC1)CN1C(N(C2=C1C=C(C(=C2)N2CCN(CC2)CC=2C=NC=CC2)F)C2COC2)=O)F